2,6-dicyanooctane C(#N)C(C)CCCC(CC)C#N